1-(ethoxymethyl)-2-methoxy-benzene C(C)OCC1=C(C=CC=C1)OC